N(=NC(C#N)(C)C)C(C#N)(C)C 2,2'-azo-bis(2-methylpropionitrile)